FC1=C(C=NN1CC1(CCCC1)F)C=1C(=NC(=CC1)C)C1=CC2=C(N(C=N2)C)C=C1 5-(3-(5-fluoro-1-((1-fluorocyclopentyl)methyl)-1H-pyrazol-4-yl)-6-methylpyridin-2-yl)-1-methyl-1H-benzo[d]imidazole